ClC1=CC=C(CN2CC(CCC2)C2=CC=NC=3N2N=C(C3C3=CC=C(C(=O)N)C=C3)C)C=C1 4-(7-(1-(4-Chlorobenzyl)piperidin-3-yl)-2-methylpyrazolo[1,5-a]pyrimidin-3-yl)benzamide